C[Si](C)(C)[N-][Si](C)(C)C.[Na+] Hexamethyldisilazane sodium salt